CN1C2=C(C=3C=CC(=CC13)C=1C=CC(=NC1)OC1CC(C1)OCCCOCCCOC1CN(C1)C=1C=C3CN(C(C3=CC1)=O)C1C(NC(CC1)=O)=O)C=NC=C2 3-(5-(3-(3-(3-((1r,3r)-3-((5-(5-methyl-5H-pyrido[4,3-b]indol-7-yl)pyridin-2-yl)oxy)cyclobutoxy)propoxy)propoxy)azetidin-1-yl)-1-oxoisoindolin-2-yl)piperidine-2,6-dione